C(C1=CC=CC=C1)C1=NC=CC2=CC=CC=C12 (R)-1-benzylisoquinoline